tert-butyl 4-((4-amino-7-isopropyl-5-((4-(methoxymethyl)phenyl)carbamoyl)pyrrolo[2,1-f][1,2,4]triazin-6-yl)ethynyl)piperidine-1-carboxylate NC1=NC=NN2C1=C(C(=C2C(C)C)C#CC2CCN(CC2)C(=O)OC(C)(C)C)C(NC2=CC=C(C=C2)COC)=O